FC(C1=NC=C(C=N1)[C@@H](C)N1N=C(C2=C1N=CNC2)C#N)(F)F 1-((R)-1-(2-(trifluoromethyl)pyrimidin-5-yl)ethyl)-4,5-dihydro-1H-pyrazolo[3,4-d]pyrimidine-3-carbonitrile